5-methyl-2(1H)-pyridone CC=1C=CC(NC1)=O